(S)-3-(1-(4-(4-(1-(cyanomethyl)-3,5-dimethyl-1H-pyrazol-4-yl)-5-fluoropyrimidin-2-yl)piperazine-1-carbonyl)-4,5-dihydro-1H-pyrazol-5-yl)-5-fluorobenzonitrile C(#N)CN1N=C(C(=C1C)C1=NC(=NC=C1F)N1CCN(CC1)C(=O)N1N=CC[C@H]1C=1C=C(C#N)C=C(C1)F)C